[(2R,3S,4R,5R)-3,4-dihydroxy-5-[6-(2-pyridylmethylamino)-purin-9-yl]tetrahydro-furan-2-yl]methoxy-methylphosphonic acid O[C@@H]1[C@H](O[C@H]([C@@H]1O)N1C2=NC=NC(=C2N=C1)NCC1=NC=CC=C1)COCP(O)(O)=O